4-(6-(4-acetylpiperazin-1-yl)-2-(bis(2-methoxyethyl)amino)-8-(4-methoxypiperidin-1-yl)pyrimido[5,4-d]pyrimidin-4-yl)-1-methylpiperazin-2-one C(C)(=O)N1CCN(CC1)C=1N=C(C=2N=C(N=C(C2N1)N1CC(N(CC1)C)=O)N(CCOC)CCOC)N1CCC(CC1)OC